(S)-3-methyl-4-(5-(trifluoromethyl)pyridin-2-yl)piperazine-1-carboxylic acid tert-butyl ester C(C)(C)(C)OC(=O)N1C[C@@H](N(CC1)C1=NC=C(C=C1)C(F)(F)F)C